4-chloro-3-(fluoromethoxy)-2-[(2E,4E)-5-[(1R,2R,3E,6R)-3-(hydroxyimino)-1,2,6-trimethylcyclohexyl]-3-methylpenta-2,4-dien-1-yl]-6-[(1E)-(hydroxyimino)methyl]-5-methylphenol ClC1=C(C(=C(C(=C1C)/C=N/O)O)C\C=C(\C=C\[C@@]1([C@H](/C(/CC[C@H]1C)=N/O)C)C)/C)OCF